NC1=NC=C(C2=C1C(=C(N2C)C2=C(C=C(C=C2)NC(C(=C)C)=O)F)C2=CC(=C(C(=O)NCC(F)(F)F)C=C2)OC)Br 4-(4-amino-7-bromo-2-{2-fluoro-4-[(2-methylacryloylamino)]phenyl}-1-methylpyrrolo[3,2-c]pyridin-3-yl)-2-methoxy-N-(2,2,2-trifluoroethyl)benzamide